C(CC#C)S(=O)(=O)NC(=O)[C@H]1[C@H]([C@@]2([C@@](OC3=C2C(=CC(=C3)OC)OC)([C@@H]1C1=CC=CC=C1)C1=CC=C(C=C1)OC)O)O (1R,2R,3S,3aR,8bS)-N-(but-3-yn-1-ylsulfonyl)-1,8b-dihydroxy-6,8-dimethoxy-3a-(4-methoxyphenyl)-3-phenyl-2,3,3a,8b-tetrahydro-1H-cyclopenta[b]benzofuran-2-carboxamide